CNC1(CCCCC1)CC(=O)O 1-(methylamino)cyclohexaneacetic acid